2-(3-chloro-2-methoxyisonicotinamido)benzo[d]thiazole-6-carboxylic acid ClC1=C(C(=O)NC=2SC3=C(N2)C=CC(=C3)C(=O)O)C=CN=C1OC